5-(5-chloro-6-methoxypyridin-3-yl)-2-((1-methyl-4-(6-(trifluoro-methyl)pyridazin-3-yl)-1H-1,2,3-triazol-5-yl)methyl)pyridazin-3(2H)-one ClC=1C=C(C=NC1OC)C1=CC(N(N=C1)CC1=C(N=NN1C)C=1N=NC(=CC1)C(F)(F)F)=O